(S)-N-(2-(1-ethyl-2,2-dimethylpyrrolidin-3-yl)thieno[2,3-b]pyridin-4-yl)-6-fluorobenzo[d]thiazol-5-amine C(C)N1C([C@H](CC1)C1=CC=2C(=NC=CC2NC=2C(=CC3=C(N=CS3)C2)F)S1)(C)C